2-methoxy-6-((1-oxo-6-(phenylsulfonyl)phthalazin-2(1H)-yl)methyl)benzamide COC1=C(C(=O)N)C(=CC=C1)CN1C(C2=CC=C(C=C2C=N1)S(=O)(=O)C1=CC=CC=C1)=O